Methyl (Z)-1-(4-amino-2-fluorobut-2-en-1-yl)-4-(3-(N,N-dimethylsulfamoyl)phenyl)-1H-Benzo[d][1,2,3]triazole-6-carboxylate hydrochloride Cl.NC\C=C(\CN1N=NC2=C1C=C(C=C2C2=CC(=CC=C2)S(N(C)C)(=O)=O)C(=O)OC)/F